(7R)-N-[3-(aminomethyl)phenyl]-1-[(4-fluorophenyl)methyl]-7-methyl-5-(1H-pyrrole-2-carbonyl)-6,7-dihydro-4H-pyrazolo[4,3-c]pyridine-3-carboxamide NCC=1C=C(C=CC1)NC(=O)C1=NN(C2=C1CN(C[C@H]2C)C(=O)C=2NC=CC2)CC2=CC=C(C=C2)F